N,N-dimethylaminopropane hydrochloride Cl.CN(C)CCC